FC(C1CCC(CO1)C=O)(F)F 6-(trifluoromethyl)tetrahydro-2H-pyran-3-carbaldehyde